C(C)OC(CO[C@@H]1CN(CC1)C(=O)OC(C)(C)C)=O tert-butyl (3S)-3-(2-ethoxy-2-oxo-ethoxy)pyrrolidine-1-carboxylate